NC1=NC=CC(=C1)C[C@@H]1[C@H](N(C1=O)C(N[C@H](C)C1CCCCC1)=O)C(=O)[O-] (2S,3R)-3-((2-aminopyridin-4-yl) methyl)-1-(((R)-1-cyclohexylethyl) carbamoyl)-4-oxoazetidine-2-carboxylate